(R)-2-(benzyloxycarbonylamino)-4-(methylthio)butanoic acid C(C1=CC=CC=C1)OC(=O)N[C@@H](C(=O)O)CCSC